aluminum vinylhypophosphite C(=C)P(=O)[O-].[Al+3].C(=C)P(=O)[O-].C(=C)P(=O)[O-]